N1CCC2N1C=CC=CCN2 hexahydropyrazolo[1,5-a][1,3]diazocin